ClC1=CC(=C(C=C1F)B(O)O)F 4-CHLORO-2,5-DIFLUOROPHENYLBORONIC ACID